3,4-Dibenzyloxy-2''-hydroxychalcone C1=CC=C(C=C1)COC2=C(C=C(C=C2)/C=C/C(=O)C3=CC=CC=C3O)OCC4=CC=CC=C4